tert-butyl 4-{7-fluoroimidazo[1,2-a]pyridin-3-yl}-7-({5-[4-(3-hydroxypropoxy)piperidin-1-yl]pyridin-2-yl} amino)-1-oxo-3H-isoindole-2-carboxylate FC1=CC=2N(C=C1)C(=CN2)C2=C1CN(C(C1=C(C=C2)NC2=NC=C(C=C2)N2CCC(CC2)OCCCO)=O)C(=O)OC(C)(C)C